5-fluoro-3,4-dihydronaphthalen-1(2H)-one FC1=C2CCCC(C2=CC=C1)=O